COC1CC=C(CC1)C1=CC(=NC(=N1)C1=CN=CN1C)C(=O)OC methyl 6-(4-methoxycyclohex-1-en-1-yl)-2-(1-methyl-1H-imidazol-5-yl)pyrimidine-4-carboxylate